6-Fluoro-1-methyl-5-nitro-1H-indole FC1=C(C=C2C=CN(C2=C1)C)[N+](=O)[O-]